C(C)C(CCCCCCC\C=C/CCCCCCCCC1=C(C(C(=O)NCCCCCC)=C(C(=C1C(=O)O)C(=O)O)CCCCCCCC\C=C/CCCCCCCC)C(=O)O)CC diethyl-hexyl-dioleyl-pyromellitic amide